NC=1C=CC(=C(C1)N1N=NC(=C1)[C@H]1N(CCC1)C(=O)OC(C)(C)C)OC tert-butyl (S)-2-(1-(5-amino-2-methoxyphenyl)-1H-1,2,3-triazol-4-yl)pyrrolidine-1-carboxylate